FC=1C=C(C=C(C1)F)[C@@H]1CC[C@H]2OC3(C(N21)=O)CC(C3)OC3=NC=NC(=C3)N3C=NC(=C3)C (1s,3S,5'S,7a'R)-5'-(3,5-difluorophenyl)-3-((6-(4-methyl-1H-imidazol-1-yl)pyrimidin-4-yl)oxy)tetrahydro-3'H-spiro[cyclobutane-1,2'-pyrrolo[2,1-b]oxazol]-3'-one